tert-butyl (3S,5S)-3-[[4-[4-(4-amino-3,5-difluoro-2-methyl-phenoxy)-2-methyl-thiazol-5-yl]pyrimidin-2-yl]amino]-5-fluoro-piperidine-1-carboxylate NC1=C(C(=C(OC=2N=C(SC2C2=NC(=NC=C2)N[C@@H]2CN(C[C@H](C2)F)C(=O)OC(C)(C)C)C)C=C1F)C)F